OCC1([C@@H](O)[C@H](O)[C@H](O1)CO)N[C@@H](CCC(N)=O)C(=O)O fructosyl-glutamine